ClC1=CC=C(C=C1)C1=NN(C[C@@H]1C1=CC=CC=C1)S(=O)(=O)C1=CC=C(C=C1)C(F)(F)F (S,E)-3-(4-chlorophenyl)-4-phenyl-N-((4-(trifluoromethyl)phenyl)sulfonyl)-4,5-dihydro-1H-pyrazole